3-[(dimethylamino)methyl]-2,3,3a,4,6,6a-hexahydrofuro[2,3-c]pyrrole-5-carboxylic acid tert-butyl ester C(C)(C)(C)OC(=O)N1CC2C(C1)C(CO2)CN(C)C